[Na+].[Na+].NC=1C=C(C=C2C=C(C=C(C12)S(=O)(=O)[O-])S(=O)(=O)[O-])S(=O)(=O)O 8-Aminonaphthalene-1,3,6-trisulfonic acid, disodium salt